ClC1=CC=C(C=C1)C=1C2=C(N=CN1)N(C=C2)C 4-(4-chlorophenyl)-7-methyl-7H-pyrrolo[2,3-d]pyrimidine